2-chloro-4-[[1-methyl-3-(3-methylbut-3-enyl)-2-oxo-benzimidazol-5-yl]amino]pyridine-3-carbonitrile ClC1=NC=CC(=C1C#N)NC1=CC2=C(N(C(N2CCC(=C)C)=O)C)C=C1